FC=1C=C(C=C(C1)F)C=1OC(=C(N1)C(=O)NCCN1CCN(CC1)C)C1=C(C=CC=C1)[N+](=O)[O-] 2-(3,5-difluorophenyl)-N-(2-(4-methylpiperazin-1-yl)ethyl)-5-(2-nitrophenyl)Oxazole-4-carboxamide